FC1=CC=C(N(C2=CC=C(C=C2)F)C2CCN(CC2)C(=O)OC(C)(C)C)C=C1 tert-butyl 4-(4-fluoro-N-(4-fluorophenyl)anilino)piperidine-1-carboxylate